ClC1=CC=C(C=C1)C(C(=O)N1CC2(C3=CC=C(C=C13)OC)CC2)NC=2C=C(C=C(C2)OC)C(C)=NOC(C(=O)O)(C)C 2-(((1-(3-((1-(4-chlorophenyl)-2-(6'-methoxyspiro[cyclopropane-1,3'-indolin]-1'-yl)-2-oxoethyl)amino)-5-methoxyphenyl)ethylidene)amino)oxy)-2-methylpropanoic acid